C[C@H](O)[C@@H](O)[C@H](O)CCO 1,5-dideoxy-D-glucitol